C1(=CC(=CC=C1)C1=NC(=NC=C1F)N[C@@H]1CC[C@H](CC1)NC(C)=O)C1=CC=CC=C1 trans-N-(4-((4-([1,1'-biphenyl]-3-yl)-5-fluoropyrimidin-2-yl)amino)cyclohexyl)acetamide